CC1=C(C=CC(=C1)C)[C@@H]1N(CCC1)C=1C(=C(C(=O)N[C@H](C)\C=C\S(=O)(=O)C)C=CC1)F ((R)-2-(2,4-Dimethylphenyl)pyrrolidin-1-yl)-2-fluoro-N-((R,E)-4-(methylsulfonyl)but-3-en-2-yl)benzamide